(1,3-bis-(2,4,6-trimethylphenyl)-2-imidazolidinylidene)dichloro(ortho-isopropoxyphenylmethylene)ruthenium CC1=C(C(=CC(=C1)C)C)N1C(N(CC1)C1=C(C=C(C=C1C)C)C)=[Ru](=CC1=C(C=CC=C1)OC(C)C)(Cl)Cl